CC(=CCC/C(=C\C/C=C(\C)/C=C/O)/C)C alpha-Farnesol